ClC1=CC(=C(C=C1)CCN1C(N(C2=C1C=CC=C2)C2CCN(CC2)CC2=NC1=C(N2C[C@H]2OCC2)C=C(C=C1)C(=O)O)=O)F (S)-2-((4-(3-(4-chloro-2-fluorophenylethyl)-2-oxo-2,3-dihydro-1h-benzo[d]imidazol-1-yl)piperidin-1-yl)methyl)-1-(oxetan-2-ylmethyl)-1h-benzo[d]imidazole-6-carboxylic acid